(1S,3s)-3-((((1R,2R)-2-((2-(2,6-dioxopiperidin-3-yl)-1-oxoisoindolin-5-yl)oxy)cyclohexyl)amino)methyl)-1-methylcyclobutane-1-carbonitrile O=C1NC(CC[C@@H]1N1C(C2=CC=C(C=C2C1)O[C@H]1[C@@H](CCCC1)NCC1CC(C1)(C#N)C)=O)=O